(3S,4S)-1-(4-(1-(2-heptanamido-3-(hexylamino)-3-oxopropyl)-1H-imidazol-4-yl)benzoyl)-N3,N4-bis((1S,2R)-2-phenylcyclopropyl)pyrrolidine-3,4-dicarboxamide C(CCCCCC)(=O)NC(CN1C=NC(=C1)C1=CC=C(C(=O)N2C[C@H]([C@@H](C2)C(=O)N[C@@H]2[C@H](C2)C2=CC=CC=C2)C(=O)N[C@@H]2[C@H](C2)C2=CC=CC=C2)C=C1)C(=O)NCCCCCC